6-methyltetrahydro-2H-pyran-3-yl 2-(4-methoxyphenyl)acetate COC1=CC=C(C=C1)CC(=O)OC1COC(CC1)C